C(C)(C)(C)OC(=O)N([C@H](C[C@@H](OCCC)C=1SC=C(N1)C(=O)N[C@H](C[C@@H](C(=O)OCC=C)C)CC1=CC=CC=C1)C(C)C)C (2S,4R)-allyl 4-(2-((1R,3R)-3-((tert-butoxycarbonyl)(methyl)amino)-4-methyl-1-propoxypentyl)thiazole-4-carboxamido)-2-methyl-5-phenylpentanoate